3,4',5-trihydroxy-trans-stilbene OC=1C=C(C=C(C1)O)\C=C\C1=CC=C(C=C1)O